C1(=CC=CC=C1)N1N=CC(=C1C(C)C)NC(OC(C)(C)C)=O tert-butyl N-[1-phenyl-5-(propan-2-yl)-1H-pyrazol-4-yl]carbamate